FC=1C=NC2=CC=CC=C2C1COC1=CC=CC(=N1)C1CCN(CC1)CC1=NC2=C(N1C[C@H]1OCC1)C=C(C=C2)C(=O)[O-] (S)-2-((4-(6-((3-Fluoroquinolin-4-yl)methoxy)pyridin-2-yl)piperidin-1-yl)methyl)-1-(oxetan-2-ylmethyl)-1H-benzo[d]imidazole-6-carboxylate